CN(CCOC1=CC=C(N=N1)C(=O)Cl)C 6-(2-(dimethylamino)ethoxy)pyridazine-3-carbonyl chloride